C1(=CC=CC=C1)NC1=C(C=CC=C1)B1OC(C(O1)(C)C)(C)C N-phenyl-2-(4,4,5,5-tetramethyl-1,3,2-dioxaborolan-2-yl)benzenamine